(R)-3-((5-(N-(tert-butoxycarbonyl)-N-(thiazol-4-yl)sulfamoyl)-3-chloropyridin-2-yl)amino)pyrrolidine-1-carboxylic acid tert-butyl ester C(C)(C)(C)OC(=O)N1C[C@@H](CC1)NC1=NC=C(C=C1Cl)S(N(C=1N=CSC1)C(=O)OC(C)(C)C)(=O)=O